ClC1=NC(=CC(=N1)C(C(=O)OC)(C)C)Cl methyl 2-(2,6-dichloropyrimidin-4-yl)-2-methylpropionate